CN1CCC(CC1)CN1CCN(CC1)C(=O)OC1CC(C1)C(NC1=NC=NC(=C1)NC1=C(N=NC(=C1)C1=C(C=CC(=C1)Cl)F)C)=O 3-[(6-{[6-(5-chloro-2-fluorophenyl)-3-methylpyridazin-4-yl]amino}pyrimidin-4-yl)carbamoyl]cyclobutyl 4-[(1-methylpiperidin-4-yl)methyl]piperazine-1-carboxylate